5-(3-((4'-chloro-5,5-dimethyl-3,4,5,6-tetrahydro-[1,1'-biphenyl]-2-yl)methyl)-3,8-diazabicyclo[3.2.1]octan-8-yl)-2-(2,6-dioxopiperidin-3-yl)-6-fluoroisoindoline-1,3-dione ClC1=CC=C(C=C1)C1=C(CCC(C1)(C)C)CN1CC2CCC(C1)N2C=2C=C1C(N(C(C1=CC2F)=O)C2C(NC(CC2)=O)=O)=O